FC=1C=C(CN2C3=C(C(CCC2=O)=O)C=CC(=C3)O)C=CC1C 1-(3-fluoro-4-methylbenzyl)-8-hydroxy-3,4-dihydro-1H-benzo[b]azepine-2,5-dione